3-(6-chloro-1H-indol-3-yl)acrylic acid ClC1=CC=C2C(=CNC2=C1)C=CC(=O)O